4-(2-((1-((dimethylamino)methyl)-2,2-difluorocyclopropyl)methoxy)-7-(8-ethynyl-2-fluoro-3-hydroxynaphthalen-1-yl)-6,8-difluoroquinazolin-4-yl)-6-methyl-1,4-oxazepan-6-ol CN(C)CC1(C(C1)(F)F)COC1=NC2=C(C(=C(C=C2C(=N1)N1CCOCC(C1)(O)C)F)C1=C(C(=CC2=CC=CC(=C12)C#C)O)F)F